1-(4-(3-(p-tolyloxy)benzyl)piperazine-1-carbonyl)-1H-pyrazole-3-carboxylic acid C1(=CC=C(C=C1)OC=1C=C(CN2CCN(CC2)C(=O)N2N=C(C=C2)C(=O)O)C=CC1)C